2-[4-[3-[2-[2-(2,6-dioxo-3-piperidinyl)-1,3-dioxoisoindolin-5-yl]ethynyl]azetidin-1-yl]-1-piperidinyl]acetic acid ditrifluoroacetate FC(C(=O)O)(F)F.FC(C(=O)O)(F)F.O=C1NC(CCC1N1C(C2=CC=C(C=C2C1=O)C#CC1CN(C1)C1CCN(CC1)CC(=O)O)=O)=O